(8-methyl-[1,2,4]triazolo[1,5-a]pyridin-6-yl)-4H-pyrrolo[3,2-d]thiazole-2-carboxamide CC=1C=2N(C=C(C1)N1C=CC=3N=C(SC31)C(=O)N)N=CN2